(S)-(3-fluoro-4-isopropylphenyl)(phenyl)methylammonium chloride [Cl-].FC=1C=C(C=CC1C(C)C)[NH2+]CC1=CC=CC=C1